C=[Hf](C1=CC=CC=2C3=CC=CC=C3CC12)C1=CC=CC=2C3=CC=CC=C3CC12 methylenebis(fluorenyl)hafnium